((2R,3S,4R,5R)-5-(4-(((acetoxymethoxy)carbonyl)amino) pyrrolo[2,1-f][1,2,4]triazin-7-yl)-5-cyano-3,4-dihydroxytetrahydrofuran-2-yl)methyl 2-(1-aminocyclohexyl)acetate NC1(CCCCC1)CC(=O)OC[C@H]1O[C@@]([C@@H]([C@@H]1O)O)(C#N)C1=CC=C2C(=NC=NN21)NC(=O)OCOC(C)=O